7-fluoro-1-(4-fluoro-2-isopropylphenyl)-3-(6-methoxy-2-methylpyridin-3-yl)-2,3-dihydroquinazolin-4(1H)-one FC1=CC=C2C(N(CN(C2=C1)C1=C(C=C(C=C1)F)C(C)C)C=1C(=NC(=CC1)OC)C)=O